CN(C)C(N(C)C)=[N+]1N=[N+](C2=NC=CC=C21)[O-] bis(dimethylamino)methylene-1H-1,2,3-triazolo[4,5-b]pyridinium-3-oxide